C(C1=CC=CC=C1)N1N=C(C(=C1)C1=NC(=NC=C1)NC1=CC=C(C(=O)N2CCN(CC2)C(=O)OC(C)(C)C)C=C1)C=1C=NC=CC1 tert-Butyl 4-(4-((4-(1-benzyl-3-(pyridin-3-yl)-1H-pyrazol-4-yl)pyrimidin-2-yl)amino)benzoyl)piperazine-1-carboxylate